7-[3-[(3R)-3-cyclopropylpiperazin-1-yl]-1,2,4-triazin-6-yl]-4-(1H-pyrazol-4-yl)-1,3-benzothiazole C1(CC1)[C@@H]1CN(CCN1)C=1N=NC(=CN1)C1=CC=C(C=2N=CSC21)C=2C=NNC2